[AsH](O)O arsonous acid